4-fluoro-3-nitrobenzenesulfonamide FC1=C(C=C(C=C1)S(=O)(=O)N)[N+](=O)[O-]